9-(4-chloro-2-methyl-2H-indazol-5-yl)-5-(1,4-diazepan-1-yl)-7H-imidazo[1,2-c]pyrrolo[3,2-e]pyrimidine ClC=1C2=CN(N=C2C=CC1C1=CNC2=C1C=1N(C(=N2)N2CCNCCC2)C=CN1)C